C(=C)/C/1=C(/C(=O)OC1=O)\CCCC vinyl-butyl-maleic anhydride